Ethyl (Z)-3-((2-chloro-4-nitrophenyl)amino)-2-cyanoacrylate ClC1=C(C=CC(=C1)[N+](=O)[O-])N\C=C(/C(=O)OCC)\C#N